O1C(OCC1)CO\N=C(/C#N)\C1=CC=CC=C1 (Z)-1,3-dioxolan-2-yl-methoxyimino(phenyl)acetonitrile